3,4,5,6-tetrahydro-2H-aza1,4-thiazepine S1NCNCCC1